N-(3,6-dichloro-9H-xanthen-9-yl)-2-oxo-5-propyl-6-(trifluoromethyl)-1,2-dihydropyridine-3-carboxamide ClC=1C=CC=2C(C3=CC=C(C=C3OC2C1)Cl)NC(=O)C=1C(NC(=C(C1)CCC)C(F)(F)F)=O